1-(1-amino-1H-imidazol-2-yl)-2-methoxy-2-methylpropan-1-one NN1C(=NC=C1)C(C(C)(C)OC)=O